benzyl-boric acid C(C1=CC=CC=C1)OB(O)O